FC=1C=C(C=C(C1)F)C(CCC[C@@H](C)[C@H]1CC[C@H]2[C@@H]3CC[C@H]4[C@H]([C@H](CC[C@]4(C)[C@H]3CC[C@]12C)O)O)O 24-[(3,5-difluorophenyl)(hydroxyl)methyl]-5α-Cholane-3β,4β-diol